CC1(C=2C(=NNC2C(CC1)=O)C(=O)OCC)C Ethyl 4,4-dimethyl-7-oxo-4,5,6,7-tetrahydro-1H-indazole-3-carboxylate